C(C\C=C\CCCCCCCC\C=C\CCCC)CC(=O)O.FC1=C(C=CC(=C1)COC1=NC(=CC=C1)C1CCNCC1)C(C)=O 1-(2-fluoro-4-(((6-(piperidin-4-yl)pyridin-2-yl)oxy)methyl)phenyl)ethan-1-one E,E-3,13-octadecadienyl-acetate